6-((S)-2-(methylamino)propanamido)-5-oxo-N-(3-(((R)-5-oxotetrahydrofuran-2-yl)methylcarbamoyl)benzyl)decahydropyrrolo[1,2-a]azocine-3-carboxamide CN[C@H](C(=O)NC1CCCCC2N(C1=O)C(CC2)C(=O)NCC2=CC(=CC=C2)C(NC[C@@H]2OC(CC2)=O)=O)C